(R)-6-(2-hydroxy-2-(4'-(trifluoromethoxy)-[1,1'-biphenyl]-3-yl)acetyl)-2-(1-(5-isopropylpyridin-3-yl)cyclopropyl)-5,6,7,8-tetrahydropyrido[4,3-d]pyrimidin-4(3H)-one O[C@@H](C(=O)N1CC2=C(N=C(NC2=O)C2(CC2)C=2C=NC=C(C2)C(C)C)CC1)C=1C=C(C=CC1)C1=CC=C(C=C1)OC(F)(F)F